isobutyrylperoxide C(C(C)C)(=O)OOC(C(C)C)=O